tert-Butyl (S)-(3-(2-ethynyl-N-(1-(4-fluorobenzyl)-2-oxopyrrolidin-3-yl)thiazole-4-carboxamido)-5-methoxyphenyl)carbamate C(#C)C=1SC=C(N1)C(=O)N([C@@H]1C(N(CC1)CC1=CC=C(C=C1)F)=O)C=1C=C(C=C(C1)OC)NC(OC(C)(C)C)=O